CN(CCC1=CC=C(N)C=C1)C 4-(2-(dimethylamino)ethyl)aniline